C(CCC=C)[Si](OC)(C)C 4-pentenyldimethylmethoxysilane